BrC1=NC(=CC(=C1OCOC)O[C@H](CO[Si](C)(C)C(C)(C)C)C)I (S)-2-bromo-4-((1-((tert-butyldimethylsilyl)oxy)propan-2-yl)oxy)-6-iodo-3-(methoxymethoxy)pyridine